cis,cis-N1,N3,N5-Tris(6-(didodecylamino)hexyl)cyclohexane-1,3,5-tricarboxamide C(CCCCCCCCCCC)N(CCCCCCNC(=O)C1CC(CC(C1)C(=O)NCCCCCCN(CCCCCCCCCCCC)CCCCCCCCCCCC)C(=O)NCCCCCCN(CCCCCCCCCCCC)CCCCCCCCCCCC)CCCCCCCCCCCC